C(OC1=CC=C(C=C1)[N+](=O)[O-])(OCC=1SC2=C(N1)CCC(C2)C2=CC=CC=C2)=O 4-nitrophenyl ((6-phenyl-4,5,6,7-tetrahydrobenzo[d]thiazol-2-yl)methyl) carbonate